COC=1N(NN=NC1)O methoxy-para-hydroxytetrazine